CN1C(C2=CC(=CC(=C2C=C1C=1C=NC(=CC1)C)C(C)NC1=C(C(=O)OC)C=CC=C1)C)=O methyl 2-((1-(2,7-dimethyl-3-(6-methylpyridin-3-yl)-1-oxo-1,2-dihydroisoquinolin-5-yl)ethyl)amino)benzoate